BrC1=C(C=C(C=C1)C)NS(=O)(=O)C=1C=C(C=CC1)NC(C1=CN=C(C=C1)C)=O N-(3-(N-(2-bromo-5-methylphenyl)sulfamoyl)phenyl)-6-methylnicotinamide